2-(3,4-dimethoxyphenyl)-2,3-dihydroquinazolin-4(1H)-one COC=1C=C(C=CC1OC)C1NC2=CC=CC=C2C(N1)=O